ClC=1C(=NC=C(C1)C(F)(F)F)OC1=CC=C(O[C@@H](C(=O)OC)C)C=C1 methyl (R)-2-[4-(3-chloro-5-trifluoromethyl-2-pyridyloxy)phenoxy]propanoate